[Li].C1(CCC1)CNCC1=C2C(=NC(=C1)C(=O)O)N(C=C2)C 4-(((cyclobutylmethyl)amino)methyl)-1-methyl-1H-pyrrolo[2,3-b]pyridine-6-carboxylic acid lithium